(3R,4E)-N-cyclobutyl-3-{[1-cyclopentyl-5-(2,6-dimethoxyphenyl)-1H-pyrazol-3-yl]formamido}-5-(pyridin-2-yl)pent-4-enamide C1(CCC1)NC(C[C@H](\C=C\C1=NC=CC=C1)NC(=O)C1=NN(C(=C1)C1=C(C=CC=C1OC)OC)C1CCCC1)=O